BrC1=CN=C2N1C=C(C=C2)C#N 3-Bromo-6-cyanoimidazo[1,2-A]pyridine